CC1=C2CCOC2=NC=2CN(CC12)C(CC1CN(C1)C=1C=NC(=CC1)C(F)(F)F)=O 1-(4-Methyl-2,3,5,7-tetrahydro-1-oxa-6,8-diaza-s-indacen-6-yl)-2-[1-(6-trifluoromethyl-pyridin-3-yl)-azetidin-3-yl]-ethanone